OC1(COC1)C1=CC=C(C=C1)C(=O)N1CCC(CC1)NC1=NC=C(C(=N1)OC)C(F)(F)F (4-(3-hydroxyoxetan-3-yl)phenyl)(4-((4-methoxy-5-(trifluoromethyl)pyrimidin-2-yl)amino)piperidin-1-yl)methanone